N1=CC=CC2=CC(=C(C=C12)NS([O-])(=O)=O)NS([O-])(=O)=O Quinoline-6,7-diylbis(sulfamate)